N-((1s,3s)-3-(6-((4-(4-(7-(2-(2,6-dioxopiperidin-3-yl)-1,3-dioxoisoindolin-5-yl)-7-azaspiro[3.5]nonan-2-yl)piperazin-1-yl)phenyl)amino)-9H-purin-9-yl)cyclobutyl)-2-phenylacetamide O=C1NC(CC[C@@H]1N1C(C2=CC=C(C=C2C1=O)N1CCC2(CC(C2)N2CCN(CC2)C2=CC=C(C=C2)NC2=C3N=CN(C3=NC=N2)C2CC(C2)NC(CC2=CC=CC=C2)=O)CC1)=O)=O